FC(C=1C(=C(C=CC1)[C@@H](C)NC=1C2=C(N=CN1)N(C(C(=C2)C2CC1(CS(C1)(=O)=O)C2)=O)C)F)F 6-(4-{[(1R)-1-[3-(Difluoromethyl)-2-Fluorophenyl]Ethyl]Amino}-8-Methyl-7-Oxo-7H,8H-Pyrido[2,3-D]PyrimiDin-6-yl)-2λ6-Thiaspiro[3.3]Heptane-2,2-Dione